3-(3-Fluoro-4-methoxyphenyl)-4-[4-[(3S)-1-(3-fluoropropyl)pyrrolidin-3-yl]oxyphenyl]-2H-thiochromen-7-ol FC=1C=C(C=CC1OC)C=1CSC2=CC(=CC=C2C1C1=CC=C(C=C1)O[C@@H]1CN(CC1)CCCF)O